C1CC12COC(OC2)CN2N=NC(=C2)NC2=C(C=CC(=C2)C#CC2CC2)Cl 1-((5,7-dioxaspiro[2.5]octan-6-yl)methyl)-N-(2-chloro-5-(cyclopropylethynyl)phenyl)-1H-1,2,3-triazol-4-amine